FC1=CC=C(C=C1)N(C(=O)C1(CC1)C(=O)N)C1=CC=C(C=C1)OC1=CC=NC2=CC(=CC=C12)CO N-(4-Fluorophenyl)-N-(4-((7-(hydroxymethyl)quinolin-4-yl)oxy)phenyl)cyclopropane-1,1-dicarboxamide